ClC1=C2C(N(C=NC2=CC=C1SC=1N=CC(=NC1)N1CCC2([C@@H]([C@@H](OC2)C)NS(=O)C(C)(C)C)CC1)CCC#N)=O N-[(3S,4S)-8-[5-[5-chloro-3-(2-cyanoethyl)-4-oxo-quinazolin-6-yl]sulfanylpyrazin-2-yl]-3-methyl-2-oxa-8-Azaspiro[4.5]decan-4-yl]-2-methyl-propane-2-sulfinamide